FC(OC1=C(C=CC(=C1OC(F)(F)F)N)C1=C(C=C(N)C=C1)OC(F)(F)F)(F)F 2,2',3-tris(trifluoromethoxy)benzidine